3-ethoxy-2-nitrocyclobutanone C(C)OC1C(C(C1)=O)[N+](=O)[O-]